N-((1r,4r)-4-((3-(1-acetyl-2,3-dihydro-1H-pyrrolo[2,3-b]pyridin-5-yl)-2-oxo-2,3-dihydro-1H-benzo[d]imidazol-1-yl)methyl)cyclohexyl)-5-chloro-2-methyl-nicotinamide C(C)(=O)N1CCC=2C1=NC=C(C2)N2C(N(C1=C2C=CC=C1)CC1CCC(CC1)NC(C1=C(N=CC(=C1)Cl)C)=O)=O